(E)-8-(2-ethoxyvinyl)-6-fluoroisoquinoline C(C)O/C=C/C=1C=C(C=C2C=CN=CC12)F